3-[[3-(cyclopropylmethylsulfamoylamino)-2-fluoro-phenyl]methyl]-7-[(3-fluoro-2-pyridinyl)oxy]-4-methyl-chromen-2-one C1(CC1)CNS(=O)(=O)NC=1C(=C(C=CC1)CC=1C(OC2=CC(=CC=C2C1C)OC1=NC=CC=C1F)=O)F